2-(4-methoxybenzyl)-6-(4,4,5,5-tetramethyl-1,3,2-dioxaborolan-2-yl)Isoindolin-1-one COC1=CC=C(CN2C(C3=CC(=CC=C3C2)B2OC(C(O2)(C)C)(C)C)=O)C=C1